(R)-8-(1-acryloyl-3-piperidinyl)-2-((2-methoxy-4-(4-methyl-1-piperazinyl)phenyl)amino)-6-phenyl-7(8H)pteridinone C(C=C)(=O)N1C[C@@H](CCC1)N1C(C(=NC=2C=NC(=NC12)NC1=C(C=C(C=C1)N1CCN(CC1)C)OC)C1=CC=CC=C1)=O